BrC1=CC(=C(C=C1C=1C(N(C2=CC(=NC=C2C1)Cl)CC)=O)NC(=O)NC1=CC=CC=C1)F 1-(4-bromo-5-(7-chloro-1-ethyl-2-oxo-1,2-dihydro-1,6-naphthyridin-3-yl)-2-fluorophenyl)-3-phenylurea